C(CCCCCCCCCCC)(=O)[O-].C(CCCCCCCCCCC)(=O)[O-].C(CCCCCCC)[Bi+2]CCCCCCCC dioctylbismuth dilaurate